1-(4-(3-((4-amino-7-methyl-5-(4-(6-methylpyridin-2-yloxy)phenyl)-7H-pyrrolo[2,3-d]pyrimidin-6-yl)ethynyl)azetidin-1-yl)-3-fluoropiperidin-1-yl)prop-2-en-1-one NC=1C2=C(N=CN1)N(C(=C2C2=CC=C(C=C2)OC2=NC(=CC=C2)C)C#CC2CN(C2)C2C(CN(CC2)C(C=C)=O)F)C